3-({[(4S)-7-(3-fluoro-2-methylphenyl)-3,4-dihydro-2H-1-benzopyran-4-yl]methyl}amino)pyridine-4-carboxylic acid methyl ester COC(=O)C1=C(C=NC=C1)NC[C@H]1CCOC2=C1C=CC(=C2)C2=C(C(=CC=C2)F)C